C(CCCCCCCCCC)C=1N=C(NC1)CCO undecyl-hydroxyethyl-imidazole